2,3,6,7-tetraphenyl-9,10-dithien-2-ylpyrazino[2,3-g]quinoxaline C1(=CC=CC=C1)C=1C(=NC=2C(=C(C=3N(C=C(N(C3C2)C2=CC=CC=C2)C2=CC=CC=C2)C=2SC=CC2)C=2SC=CC2)N1)C1=CC=CC=C1